O1C=CC2=C1C=C(C=C2)C=2N(N=C1[C@@H](NCCC12)C)C (7S)-3-(Benzofuran-6-yl)-2,7-dimethyl-5,7-dihydro-4H-pyrazolo[3,4-c]pyridin